ClC=1C=C(C=NC1N1S(CCC1)(=O)=O)NC(=O)C=1C=NN(C1C(F)(F)F)C=1C=CC=C2C=CN=CC12 N-(5-chloro-6-(1,1-dioxidoisothiazolidin-2-yl)pyridin-3-yl)-1-(isoquinolin-8-yl)-5-(trifluoromethyl)-1H-pyrazole-4-carboxamide